N-(4-fluoro-3-methylphenyl)-1,2,4-trimethyl-5-(2-(((1r,4r)-4-(methylsulfonyl)cyclohexyl)amino)-2-oxoacetyl)-1H-pyrrole-3-carboxamide FC1=C(C=C(C=C1)NC(=O)C1=C(N(C(=C1C)C(C(=O)NC1CCC(CC1)S(=O)(=O)C)=O)C)C)C